2,5-dichloropyrimidine-4-carbaldehyde ClC1=NC=C(C(=N1)C=O)Cl